(6S,7S)-N-(ethyl-d5)-6-((2-methoxy-[1,1'-biphenyl]-3-yl)methyl)-7-(methylsulfonamido)-5-azaspiro[2.4]heptane-5-carboxamide C(C([2H])([2H])[2H])(NC(=O)N1CC2(CC2)[C@@H]([C@@H]1CC=1C(=C(C=CC1)C1=CC=CC=C1)OC)NS(=O)(=O)C)([2H])[2H]